6-(trifluoromethoxy)-2H-benzo[d][1,3]oxazine-2,4(1H)-dione FC(OC1=CC2=C(NC(OC2=O)=O)C=C1)(F)F